2-(2-amino-9-((2R,3S,4S,5R)-4-fluoro-3-hydroxy-5-(hydroxymethyl)tetrahydrofuran-2-yl)-8-oxo-8,9-dihydro-7H-purin-7-yl)-N-(methylsulfonyl)acetamide NC1=NC=C2N(C(N(C2=N1)[C@@H]1O[C@@H]([C@H]([C@H]1O)F)CO)=O)CC(=O)NS(=O)(=O)C